C(=CC1(CCC(CC1)(C)C)O)C1(CCC(CC1)(C)C)O 1,1'-(ethene-1,2-diyl)bis(4,4-dimethylcyclohexan-1-ol)